NC1=C(C(=O)NC23CCC(CC2)(CC3)O)C=C(C=N1)C1=CC3=CN(N=C3C=C1)CCN1CCOCC1 2-Amino-N-(4-hydroxybicyclo[2.2.2]oct-1-yl)-5-(2-(2-morpholinoethyl)-2H-indazol-5-yl)Nicotinamide